ClC1=NSC(=N1)C(=C)OCC 3-chloro-5-(1-ethoxyvinyl)-1,2,4-thiadiazole